rac-tert-butyl 2-(2-chloroacetyl)-2-methylpyrrolidine-1-carboxylate ClCC(=O)[C@@]1(N(CCC1)C(=O)OC(C)(C)C)C |r|